4-((3-chloro-4-fluorophenyl)amino)-7-methoxy-6-(3-chloropropoxy)quinazoline ClC=1C=C(C=CC1F)NC1=NC=NC2=CC(=C(C=C12)OCCCCl)OC